C(C)ON1C(N(C2=C1C=CC=C2)C)C2=NC(=NC=C2S(NC)(=O)=O)C(=O)N (Z)-N'-ethoxy-4-(1-methyl-1H-benzo[d]imidazol-2-yl)-5-(N-methylsulfamoyl)pyrimidine-2-carboxamide